CC(CC(CCON=[SiH2])=O)CC 5-methyl-3-heptanoneoximinosilane